[3-(2-chlorophenyl)pyrrolidin-1-yl]-[3-(4-pyridyl)-1H-pyrazol-5-yl]methanone ClC1=C(C=CC=C1)C1CN(CC1)C(=O)C1=CC(=NN1)C1=CC=NC=C1